N,N-diphenyl-N-methylamine C1(=CC=CC=C1)N(C)C1=CC=CC=C1